OC=1C(=CC2=CN(N=C2C1C)C)C=1N=CC2=C(N1)C=CN(C2=O)C2C[C@@H](N([C@H](C2)C)C(=O)OC(C)(C)C)C tert-butyl (2S,6S)-4-[2-(6-hydroxy-2,7-dimethyl-indazol-5-yl)-5-oxo-pyrido[4,3-d]pyrimidin-6-yl]-2,6-dimethyl-piperidine-1-carboxylate